ClC=1N=CC(=NC1)C1=CC2=C(N=C(O2)C)C(=C1OCOC)C 6-(5-chloropyrazin-2-yl)-5-(methoxymethoxy)-2,4-dimethyl-1,3-benzoxazole